O=C1O[C@]2(C(N1CC(N1C(CCC1)C=1C=NC=CC1)=O)=O)CCC1=CC(=CC=C12)NC(=O)NC 1-((1R)-2',4'-dioxo-3'-(2-oxo-2-(2-(pyridin-3-yl)pyrrolidin-1-yl)ethyl)-2,3-dihydrospiro[indene-1,5'-oxazolidine]-5-yl)-3-methylurea